N-(4,5-dichloro-2-hydroxyphenyl)-2-((4-methoxybenzyl)(6-morpholino-3-(trifluoromethyl)imidazo[1,2-b]pyridazin-8-yl)amino)acetamide ClC1=CC(=C(C=C1Cl)NC(CN(C=1C=2N(N=C(C1)N1CCOCC1)C(=CN2)C(F)(F)F)CC2=CC=C(C=C2)OC)=O)O